ClC1=CC=C(C(=O)NC=2C=C3CN(C(C3=CC2CC)=O)C2C(NC(CC2)=O)=O)C=C1 4-chloro-N-(2-(2,6-dioxopiperidin-3-yl)-6-ethyl-1-oxoisoindolin-5-yl)benzamide